N-cyclopropyl-6-fluoro-5-(4-((5-fluoro-2-methyl-3-oxo-3,4-dihydroquinoxalin-6-yl)methyl)piperazin-1-yl)pyridineamide C1(CC1)NC(=O)C1=NC(=C(C=C1)N1CCN(CC1)CC=1C(=C2NC(C(=NC2=CC1)C)=O)F)F